4-(10-amino-7-bromo-11-oxo-10,11-dihydro-5H-benzo[e]pyrrolo[1,2-a][1,4]diazepine-2-yl)benzonitrile NN1C(C=2N(CC3=C1C=CC(=C3)Br)C=C(C2)C2=CC=C(C#N)C=C2)=O